1-(4-(2-(2-Fluoro-4-(methylsulfonyl)phenyl)-1-methyl-1H-benzo[d]imidazol-6-yl)benzyl)-N,N-dimethylpiperidin-4-amin FC1=C(C=CC(=C1)S(=O)(=O)C)C1=NC2=C(N1C)C=C(C=C2)C2=CC=C(CN1CCC(CC1)N(C)C)C=C2